(S)-3-(5-(4-((1-(4-((1R,3S,4R)-3-cyclohexyl-7-hydroxy-1-methylisochroman-4-yl)phenyl)piperidin-4-yl)methyl)piperazin-1-yl)-1-oxoisoindolin-2-yl)piperidine-2,6-dione C1(CCCCC1)[C@@H]1O[C@@H](C2=CC(=CC=C2[C@H]1C1=CC=C(C=C1)N1CCC(CC1)CN1CCN(CC1)C=1C=C2CN(C(C2=CC1)=O)[C@@H]1C(NC(CC1)=O)=O)O)C